FC(OC1=NC=CC(=C1)C=1C=CC=NC1OCC)F 5-[2-(Difluoromethoxy)pyridin-4-yl]-6-ethoxypyridin